4-bromo-5-Nitroisoquinoline BrC1=CN=CC2=CC=CC(=C12)[N+](=O)[O-]